4-((((6-(3'-amino-2-chloro-2'-methyl-[1,1'-biphenyl]-3-yl)-2-methoxypyridin-3-yl)methyl)(methyl)amino)methyl)bicyclo[2.2.1]heptane-1-carboxylic acid methyl ester COC(=O)C12CCC(CC1)(C2)CN(C)CC=2C(=NC(=CC2)C=2C(=C(C=CC2)C2=C(C(=CC=C2)N)C)Cl)OC